FC(OC=1C(=NN(C1)C)C(F)(F)F)F (difluoromethoxy)-1-methyl-3-(trifluoromethyl)-1H-pyrazole